6-chloro-3-(((R)-1-(3,6-dimethyl-2-((1R,3R,5S)-3-(4-methyl-1H-pyrazol-1-yl)-8-azabicyclo[3.2.1]octan-8-yl)-4-oxo-3,4-dihydroquinazolin-8-yl)ethyl)amino)-N-(methylsulfonyl)picolinamide ClC1=CC=C(C(=N1)C(=O)NS(=O)(=O)C)N[C@H](C)C=1C=C(C=C2C(N(C(=NC12)N1[C@H]2CC(C[C@@H]1CC2)N2N=CC(=C2)C)C)=O)C